2,2'-methylene-bis(4,6-di-tert-butylbenzene) phosphate P(=O)(O)(O)O.C(C1=CC(=CC(=C1)C(C)(C)C)C(C)(C)C)C1=CC(=CC(=C1)C(C)(C)C)C(C)(C)C